FC(C=1N=CC(=NC1)OC[C@@H]1CCC2=CCCN12)(F)F (3S,7aS)-3-(((5-(trifluoromethyl)pyrazin-2-yl)oxy)methyl)tetrahydro-1H-pyrrolizin